(+)-(1,1'-binaphthyl-2,2'-diyl)bis(diphenylphosphine) C1(=C(C=CC2=CC=CC=C12)P(C1=CC=CC=C1)C1=CC=CC=C1)C1=C(C=CC2=CC=CC=C12)P(C1=CC=CC=C1)C1=CC=CC=C1